1-(3-(4-(tert-butyl)phenyl)-1-ethoxyisoquinolin-6-yl)ethane-1-one ethyl-(R)-6'-methylene-3'-oxotetrahydrospiro[cyclopropane-1,1'-pyrrolizine]-7a'(5'H)-carboxylate C(C)OC(=O)[C@@]12CC(CN2C(CC12CC2)=O)=C.C(C)(C)(C)C2=CC=C(C=C2)C=2N=C(C1=CC=C(C=C1C2)C(C)=O)OCC